N1N=C(C=2C1=CC=CC2N)N benzodiazolediamine